C-(1,3-Dimethyl-1H-indazol-5-yl)-methyl-amine hydrochloride Cl.CN1N=C(C2=CC(=CC=C12)CN)C